C(C)(=O)N1CC(C(C1)C1=CC(=CC=C1)Br)C(=O)OC methyl 1-acetyl-4-(3-bromophenyl)pyrrolidine-3-carboxylate